bis(3-trifluoromethyl-5-(2-pyridinyl)pyrazole) ((2,4-difluorobenzyl) diphenylphosphinate) iridium (III) [Ir+3].FC1=C(CC2=C(C=CC=C2)P([O-])(=O)C2=CC=CC=C2)C=CC(=C1)F.FC(C1=NNC(=C1)C1=NC=CC=C1)(F)F.FC(C1=NNC(=C1)C1=NC=CC=C1)(F)F.FC1=C(CC2=C(C=CC=C2)P([O-])(=O)C2=CC=CC=C2)C=CC(=C1)F.FC1=C(CC2=C(C=CC=C2)P([O-])(=O)C2=CC=CC=C2)C=CC(=C1)F